N-(6-hydroxyhexyl)-urea OCCCCCCNC(=O)N